C[Si](O[Si](O[Si](C1=CC=CC=C1)(C1=CC=CC=C1)C1=CC=CC=C1)(C)C)(O[Si](C1=CC=CC=C1)(C1=CC=CC=C1)C1=CC=CC=C1)C Tetramethyl-hexaphenyl-tetrasiloxane